CC=1N(C(=CC1)C)C/C(/COC=1C=C(C=O)C=CC1)=C\F (E)-3-((2-((2,5-dimethyl-1H-pyrrol-1-yl)methyl)-3-fluoroallyl)oxy)benzaldehyde